(+)-N-(5-(1-amino-1-(4-carbamoylphenyl)-3-cyclopropyl-propyl)-2-fluorophenyl)-1-(3-(aminomethyl)phenyl)-3-(trifluoromethyl)-1H-pyrazole-5-carboxamide NC(CCC1CC1)(C1=CC=C(C=C1)C(N)=O)C=1C=CC(=C(C1)NC(=O)C1=CC(=NN1C1=CC(=CC=C1)CN)C(F)(F)F)F